4-(3-(2-bromoacetyl)-2-methyl-5-(2-(trimethylsilyl)ethyl)-1H-pyrrol-1-yl)benzonitrile BrCC(=O)C1=C(N(C(=C1)CC[Si](C)(C)C)C1=CC=C(C#N)C=C1)C